ClCC\C=C/CCC(OC)OC(CC\C=C/CCCl)OC (3Z)-6-chloro-3-hexenylmethoxymethyl ether